benzyl 4-[2-chloro-6-[(1-tetrahydropyran-2-ylindazol-4-yl)carbamoyl]pyrimidin-4-yl]piperazine-1-carboxylate ClC1=NC(=CC(=N1)N1CCN(CC1)C(=O)OCC1=CC=CC=C1)C(NC1=C2C=NN(C2=CC=C1)C1OCCCC1)=O